BrC1=C(C=CC=C1)C1CC(C2=CC=CC=C12)OC 1-(2-bromophenyl)-3-methoxyindan